N-(1-benzylpiperidin-4-yl)-N-(4-chlorophenyl)-2-furoamide C(C1=CC=CC=C1)N1CCC(CC1)N(C(=O)C=1OC=CC1)C1=CC=C(C=C1)Cl